tert-Butyl (2S,4R)-2-((1H-1,2,3-triazol-1-yl)methyl)-4-azidopyrrolidine-1-carboxylate N1(N=NC=C1)C[C@H]1N(C[C@@H](C1)N=[N+]=[N-])C(=O)OC(C)(C)C